FC1(CCC(CC1)(O)CC1=NC=CC(=C1)C1=C2C(=NC=C1)C=C(O2)C2=CC=C(C=C2)S(=O)(=O)C)F 4,4-difluoro-1-((4-(2-(4-(methylsulfonyl)phenyl)furo[3,2-b]pyridin-7-yl)pyridin-2-yl)methyl)cyclohexan-1-ol